CC(C)(C#CC(C)(C(C)(C)C)C)C(C)(C)C 2,5-dimethyl-2,5-di-tert-butylhexyne